FC(C=1N=NN(C1)CC1CC2(CN(C2)C(=O)N2C[C@@H]3[C@@H](OCC(N3)=O)CC2)C1)(F)F (4aR,8aS)-6-[6-[[4-(trifluoromethyl)triazol-1-yl]methyl]-2-azaspiro[3.3]heptane-2-carbonyl]-4,4a,5,7,8,8a-hexahydropyrido[4,3-b][1,4]oxazin-3-one